6-(benzyloxy)-1-[(E)-2-(4-bromo-2-methylphenyl)ethenyl]-7-methoxy-1,2,3,4-tetrahydroisoquinoline C(C1=CC=CC=C1)OC=1C=C2CCNC(C2=CC1OC)\C=C\C1=C(C=C(C=C1)Br)C